N-(4-amino-3-methylphenyl)-5-methylpyrazine-2-carboxamide NC1=C(C=C(C=C1)NC(=O)C1=NC=C(N=C1)C)C